FC=1C(=C(C=O)C=C(C1)\C=C\C=1C=C2CCCN(C2=CC1)C)O (E)-3-fluoro-2-hydroxy-5-(2-(1-methyl-1,2,3,4-tetrahydroquinolin-6-yl)vinyl)benzaldehyde